(±)-(7-cyano-4-pyridin-2-ylmethyl-1,2,3,4-tetrahydro-cyclopenta[b]indol-2-yl)-carbamic acid tert-butyl ester C(C)(C)(C)OC(N[C@@H]1CC2=C(N(C=3C=CC(=CC23)C#N)CC2=NC=CC=C2)C1)=O |r|